ClC=1C=C2C(C(=C(NC2=CC1OC)C)C1=CC=C(C=C1)C1=CC=NC=C1)=O 6-Chloro-7-methoxy-2-methyl-3-(4-(pyridin-4-yl)phenyl)quinolin-4(1H)-one